5-(difluoromethyl)-4-[3-[6-[(1,7-dimethylindazol-6-yl)methyl]-2-azaspiro[3.3]heptan-2-yl]propyl]-1H-pyridazin-6-one FC(C1=C(C=NNC1=O)CCCN1CC2(C1)CC(C2)CC2=CC=C1C=NN(C1=C2C)C)F